C(C)N(C(C(=O)OCC(F)(F)F)=O)C(C)C1=C(C=C(C=C1)C(F)(F)F)C 2,2,2-trifluoroethyl 2-[ethyl-[1-[2-methyl-4-(trifluoromethyl)phenyl]ethyl]amino]-2-oxo-acetate